CN([C@H](C)C(=O)O)CC(OC)OC methyl-(2,2-dimethoxyethyl)-D-alanine